C(C)(SCCOCCOCCOCCOC)=O S-2,5,8,11-tetraoxatridecan-13-yl ethanethioate